CON=C1/C(/CC2=CC(=CC=C12)Cl)=C/C1=CC=C(C=C1)F ((E)-4-fluorobenzylidene)-5-chloro-2,3-dihydro-1H-inden-1-one-O-methyl oxime